3-(4,5-dihydro-1H-imidazol-1-yl)-N,N-bis(3-(triethoxysilyl)propyl)propan-1-amine N1(C=NCC1)CCCN(CCC[Si](OCC)(OCC)OCC)CCC[Si](OCC)(OCC)OCC